7-methyl-2-(2,2,2-trifluoroethyl)-N-(3,4,5-trifluorophenyl)-2,3,3a,4,10,10a-hexahydro-1H,7H-dipyrrolo[3,4-b:3',4'-f][1,4,5]oxathiazocine-8-carboxamide 5,5-dioxide CN1C(=C2OCC3C(NS(C2=C1)(=O)=O)CN(C3)CC(F)(F)F)C(=O)NC3=CC(=C(C(=C3)F)F)F